methyl 6-bromo-2-fluoro-3-methoxybenzoate BrC1=CC=C(C(=C1C(=O)OC)F)OC